naphtho[2,1-b]benzofuran-10-ylboronic acid C1=CC=CC=2C=CC=3OC4=C(C3C12)C=C(C=C4)B(O)O